C(C)N1CCOC2=CC=3NC4=CC=C(C=C4OC3C=C21)N(C)CC 4-Ethyl-8-(ethyl-(methyl)amino)-2,3-dihydro-[1,4]Oxazino[2,3-b]Phenoxazine